C(C#C)C1=C(C=CC(=C1)S(=O)(=O)C1=CC=C(C=C1)O)O propargyl-4,4'-sulfonyldiphenol